8-HYDROXYQUINOLINE-3-CARBOXALDEHYDE OC=1C=CC=C2C=C(C=NC12)C=O